(5S)-5-{[(3S)-3-(Difluoromethyl)pyrrolidin-1-yl]carbonyl}-2-(4-methylbenzyl)-5,6,7,8-tetrahydro[1,2,4]triazolo[4,3-a]pyridin-3(2H)-one FC([C@@H]1CN(CC1)C(=O)[C@@H]1CCCC=2N1C(N(N2)CC2=CC=C(C=C2)C)=O)F